CC/C=C\\C/C=C\\C/C=C\\CCCCCCC[C@H](CC(=O)SCCNC(=O)CCNC(=O)[C@@H](C(C)(C)COP(=O)(O)OP(=O)(O)OC[C@@H]1[C@H]([C@H]([C@@H](O1)N2C=NC3=C(N=CN=C32)N)O)OP(=O)(O)O)O)O The molecule is an unsaturated fatty acyl-CoA that results from the formal condensation of the thiol group of coenzyme A with the carboxy group of (3R,11Z,14Z,17Z)-3-hydroxyicosatrienoic acid. It is a (R)-3-hydroxyacyl-CoA, a 3-hydroxy fatty acyl-CoA, an unsaturated fatty acyl-CoA and a long-chain fatty acyl-CoA. It is a conjugate acid of a (3R,11Z,14Z,17Z)-3-hydroxyicosatrienoyl-CoA(4-).